10-(2,3-dihydroxy-1-hydroxymethylpropyl)-1,4,7,10-tetraazacyclododecane-1,4,7-triacetic acid gadolinium (III) [Gd+3].OC(C(CO)N1CCN(CCN(CCN(CC1)CC(=O)O)CC(=O)O)CC(=O)O)CO